5-chloro-N-(5-chloro-6-(2H-1,2,3-triazol-2-yl)pyridin-3-yl)-2,4'-difluoro-2'-((2-(methylamino)ethyl)amino)-[1,1'-biphenyl]-4-carboxamide ClC=1C(=CC(=C(C1)C1=C(C=C(C=C1)F)NCCNC)F)C(=O)NC=1C=NC(=C(C1)Cl)N1N=CC=N1